C12CN(CC2C1)C1=NC2=C(C=C(C=C2C(N1C)=O)C)[C@H](C)NC1=C(C(=O)O)C=CC=C1 2-(((1S)-1-(2-(3-azabicyclo[3.1.0]hexan-3-yl)-3,6-dimethyl-4-oxo-3,4-dihydroquinazolin-8-yl)ethyl)amino)benzoic acid